C(=O)C1=C2C(N(C(NC2=CC(=C1)CN1CCN(CC1)C=1C=CC(=NC1C)C(=O)NC)=O)C)=O 5-(4-((5-Formyl-3-methyl-2,4-dioxo-1,2,3,4-tetrahydroquinazolin-7-yl)methyl)piperazin-1-yl)-N,6-dimethylpicolinamide